Racemic-1-(3-(aminomethyl)phenyl)-N-(5-(3-cyclopropyl-1-hydroxy-1-(pyridin-2-yl)propyl)-2-fluorophenyl)-3-(trifluoromethyl)-1H-pyrazole-5-carboxamide NCC=1C=C(C=CC1)N1N=C(C=C1C(=O)NC1=C(C=CC(=C1)[C@](CCC1CC1)(C1=NC=CC=C1)O)F)C(F)(F)F |r|